pentylidenebisphosphonic acid C(CCCC)(P(O)(O)=O)P(O)(O)=O